FC1=C(C(=C(C(=C1O[P@](=O)(OC1=CC=CC=C1)N[C@@H](C)C(=O)OC(C)C)F)F)F)F |&1:8| isopropyl ((RS)-(pentafluorophenoxy)-phenoxy-phosphoryl)-L-alaninate